1-benzyl-N-((3s,4s)-3-fluoropiperidin-4-yl)cyclopropane-1-carboxamide methyl-(S)-2-azido-3-(2-(benzo[d][1,3]dioxol-5-ylmethyl)-1H-indol-3-yl)propanoate COC([C@H](CC1=C(NC2=CC=CC=C12)CC1=CC2=C(OCO2)C=C1)N=[N+]=[N-])=O.C(C1=CC=CC=C1)C1(CC1)C(=O)N[C@@H]1[C@H](CNCC1)F